N-[(6S)-2-[(3aR,6aR)-octahydropyrrolo[2,3-c]pyrrol-1-yl]-5,6,7,8-tetrahydroquinolin-6-yl]-3-amino-6-methylthieno[2,3-b]pyridine-2-carboxamide N1(CC[C@H]2[C@@H]1CNC2)C2=NC=1CC[C@@H](CC1C=C2)NC(=O)C2=C(C=1C(=NC(=CC1)C)S2)N